C(C1=CC=CC=C1)N(CCOC(C(=O)OC)(F)F)CC1=CC=CC=C1 methyl 2-[2-(dibenzylamino)ethoxy]-2,2-difluoro-acetate